N-((3r,4s)-3-methyl-1-(methylsulfonyl)piperidin-4-yl)-7-(1H-pyrazol-4-yl)-8-((tetrahydrofuran-3-yl)oxy)-[1,2,4]triazolo[1,5-a]pyridin-2-amine C[C@@H]1CN(CC[C@@H]1NC1=NN2C(C(=C(C=C2)C=2C=NNC2)OC2COCC2)=N1)S(=O)(=O)C